BrC1=CC(=C(C=C1)N1C(C(CC1)C)=O)Cl 1-(4-bromo-2-chlorophenyl)-3-methylpyrrolidin-2-one